1-bromo-2-(2-methylbenzyl)benzene BrC1=C(C=CC=C1)CC1=C(C=CC=C1)C